[N+](=O)([O-])C=1C=CC(=NC1)OC1=CC(=C(C=C1)C1=CC=CC=C1)CCOC1=CC=C(C=C1)[N+](=O)[O-] 5-nitro-2-((2-(2-(4-nitrophenoxy)ethyl)-[1,1'-biphenyl]-4-yl)oxy)pyridine